2-chlorobenzofuro[3,2-d]pyrimidine-4-carbonitrile ClC=1N=C(C2=C(N1)C1=C(O2)C=CC=C1)C#N